2-(3-Fluoropiperidin-3-yl)-5-(6-(trifluoromethyl)pyridin-2-yl)-1,3,4-thiadiazole hydrochloride Cl.FC1(CNCCC1)C=1SC(=NN1)C1=NC(=CC=C1)C(F)(F)F